ClC[C@@H](CS)O |r| racemic-3-chloro-1-mercapto-2-propanol